7-{8-methyl-1H,2H,3H-pyrido[2,3-b][1,4]oxazin-7-yl}-N-[4-(oxan-4-yloxy)phenyl]-5H,6H,7H,8H-pyrido[3,4-d]pyrimidin-2-amine CC1=C(C=NC=2OCCNC21)N2CC=1N=C(N=CC1CC2)NC2=CC=C(C=C2)OC2CCOCC2